2-oxo-N-(2-oxo-2-(4-(3-(trifluoromethyl)phenyl)piperazin-1-yl)ethyl)-1,2,3,4-tetrahydroquinoline-6-sulfonamide O=C1NC2=CC=C(C=C2CC1)S(=O)(=O)NCC(N1CCN(CC1)C1=CC(=CC=C1)C(F)(F)F)=O